5-cyclopropylnaphthalene-2-ol bistrifluoroacetate FC(C(=O)O)(F)F.FC(C(=O)O)(F)F.C1(CC1)C1=C2C=CC(=CC2=CC=C1)O